2-(2,4-dichloropyrimidin-5-yl)ethynyl-trimethylsilane ammonium dihydrogen phosphate (phosphate) P(=O)([O-])([O-])[O-].P(=O)(O)(O)[O-].[NH4+].ClC1=NC=C(C(=N1)Cl)C#C[Si](C)(C)C.[NH4+].[NH4+].[NH4+]